6-fluoroquinoxalin-2-amine FC=1C=C2N=CC(=NC2=CC1)N